4-chloro-1-isopropyl-6-methyl-1H-pyrazolo[3,4-d]pyrimidine ClC1=C2C(=NC(=N1)C)N(N=C2)C(C)C